tert-butyl (1-(6-amino-5-((2-chloro-3-sulfamoylphenyl)thio)pyrazin-2-yl)-4-methylpiperidin-4-yl)carbamate NC1=C(N=CC(=N1)N1CCC(CC1)(C)NC(OC(C)(C)C)=O)SC1=C(C(=CC=C1)S(N)(=O)=O)Cl